perfluoroketene FC(=C=O)F